5-chloro-7-methylimidazo[1,2-a]pyridine ClC1=CC(=CC=2N1C=CN2)C